S1C=NC2=C1C=C(C=C2)C(=O)O 6-benzothiazolecarboxylic acid